6,7-dihydroxyquinazolin-4(3H)-one OC=1C=C2C(NC=NC2=CC1O)=O